ClCC(=O)NC1=C(C=C(C=C1)Cl)C1=C(C(=O)C2=CC=CC=C2)C=CC=C1 (2-chloroacetamido-5-chlorophenyl)-benzophenone